O[C@H]1[C@@H](O[C@H]([C@@H](C1)O)C)O[C@@H](CC/C=C/C(=O)OCC=1C=NC=CC1)C pyridin-3-ylmethyl (2E,6R)-6-{[(2R,3R,5R,6S)-3,5-dihydroxy-6-methyloxan-2-yl]oxy}hept-2-enoate